CC1(OCCC1=O)C 2,2-dimethyl-tetrahydrofuran-3-one